C1(=CC(=CC=C1)OCC1OC(OC1)=O)OCC1OC(OC1)=O 4,4'-[1,3-phenylenebis(oxymethylene)]bis(1,3-dioxolan-2-one)